6-(Azetidin-1-yl)-4-fluoro-N-[5-(morpholin-4-yl)naphthalene-1-sulfonyl]-1-benzofuran-2-carboxamide N1(CCC1)C1=CC2=C(C=C(O2)C(=O)NS(=O)(=O)C2=CC=CC3=C(C=CC=C23)N2CCOCC2)C(=C1)F